methyl 2-bromo-5-fluoro-6-iodopyridine-3-carboxylate BrC1=NC(=C(C=C1C(=O)OC)F)I